N,N-Di-methylaminopropylamin CNN(NC)CCC